C(C)OC(=O)[C@@H]1CN(CC[C@H]1C=1C=NN(C1)C)C(=O)OC(C)(C)C trans-4-(1-methyl-1H-pyrazol-4-yl)piperidine-1,3-dicarboxylic acid 1-(tert-butyl) ester 3-ethyl ester